OC(C)(C)C=1C=C(C=CC1)B(O)O 3-(2-hydroxypropan-2-yl)phenylboronic acid